2-methyl-propionic acid methyl ester COC(C(C)C)=O